COC(=O)[C@@H]1[C@H]2C([C@H]2CN1C([C@H](C(C)(C)C)NC(C)=O)=O)(C)C (1R,2S,5S)-3-[(2S)-2-acetamido-3,3-dimethyl-butyryl]-6,6-dimethyl-3-azabicyclo[3.1.0]hexane-2-carboxylic acid methyl ester